(2S,4R)-1-[(2S)-3,3-dimethyl-2-[4-[(p-tolylsulfonylamino)methyl]triazol-1-yl]butanoyl]-4-hydroxy-N-methyl-pyrrolidine-2-carboxamide CC([C@@H](C(=O)N1[C@@H](C[C@H](C1)O)C(=O)NC)N1N=NC(=C1)CNS(=O)(=O)C1=CC=C(C=C1)C)(C)C